3-phenyl-1,4-butanediol C1(=CC=CC=C1)C(CCO)CO